FC=1C(=NC(=CC1)NC1=NNC(=C1)C)CC1(CC(NCC1)C)C(=O)O 4-((3-fluoro-6-((5-methyl-1H-pyrazol-3-yl)amino)pyridin-2-yl)methyl)-2-methylpiperidine-4-carboxylic acid